FC=1C(=NC=CC1CC=1C=CC=C(C(=O)N)C1)NS(NC1(CC1)C)(=O)=O 5-[[3-fluoro-2-[(1-methylcyclopropyl)sulfamoylamino]pyridin-4-yl]methyl]benzamide